BrC=1C(=C(OC2CCC(CC2)OC[C@@H](CN2CCN(CC2)C2=CC=C3C(=NN(C3=C2)C)C2C(NC(CC2)=O)=O)C)C=CC1)C 3-(6-(4-((R)-3-(((1r,4R)-4-(3-bromo-2-methylphenoxy)cyclohexyl)oxy)-2-methylpropyl)piperazin-1-yl)-1-methyl-1H-indazol-3-yl)piperidine-2,6-dione